CC1(OCCC1O)C 2,2-dimethyltetrahydrofuran-3-ol